BrC1=C2C=NN(C2=CC(=C1)Cl)C1OCCCC1 4-bromo-6-chloro-1-(tetrahydro-2H-pyran-2-yl)-1H-indazole